tert-butyl (3S)-3-methyl-4-{4-[(3-methyl-4-{[1,2,4]triazolo[1,5-a]pyridin-7-ylmethyl}phenyl)amino]pyrido[3,2-d]pyrimidin-6-yl}piperazine-1-carboxylate C[C@H]1CN(CCN1C=1C=CC=2N=CN=C(C2N1)NC1=CC(=C(C=C1)CC1=CC=2N(C=C1)N=CN2)C)C(=O)OC(C)(C)C